4-hydroxy-2-oxo-N-((S)-1-phenylethyl)-3,4-dihydro-2H-pyrido[1,2-a]pyrimidine-3-carboxamide OC1C(C(N=C2N1C=CC=C2)=O)C(=O)N[C@@H](C)C2=CC=CC=C2